FC(C)(F)C1=NC(=NC=C1)N1CCC2(CN3N([C@@H](CC3)C3=CC(=CC(=C3)F)F)C2=O)CC1 (S)-1-(4-(1,1-difluoroethyl)pyrimidin-2-yl)-7'-(3,5-difluorophenyl)dihydro-1'H,3'H,5'H-spiro[piperidine-4,2'-pyrazolo[1,2-a]pyrazol]-1'-one